ClC1=C(C(=CC=C1)[N+](=O)[O-])N1CCC2(CC2)CC1 6-(2-chloro-6-nitro-phenyl)-6-azaspiro[2.5]octane